cyclopentanone-17O C1(CCCC1)=[17O]